2,6,10-trimethyl-dodecaneyl-Tetradecene CC(CC=CCCCCCCCCCCCC)CCCC(CCCC(CC)C)C